N-((5-(5-(difluoromethyl)-1,3,4-oxadiazol-2-yl)thiazol-2-yl)methyl)-N-(pyridin-3-yl)propane-2-sulfonamide FC(C1=NN=C(O1)C1=CN=C(S1)CN(S(=O)(=O)C(C)C)C=1C=NC=CC1)F